2-(2-phenylhydrazino)ethanesulfonamide C1(=CC=CC=C1)NNCCS(=O)(=O)N